FC(OC=1C(=C(C=CC1)B1OC(C(O1)(C)C)(C)C)C)F 2-[3-(Difluoromethoxy)-2-methyl-phenyl]-4,4,5,5-tetramethyl-1,3,2-dioxaborolane